4-(HYDROXYMETHYL)THIOPHEN-3-YLBORONIC ACID OCC=1C(=CSC1)B(O)O